6-oxo-1-(3-(trifluoromethyl)benzyl)-1,6-dihydropyrimidine-4-carboxamide O=C1C=C(N=CN1CC1=CC(=CC=C1)C(F)(F)F)C(=O)N